((2S,6R)-2,6-dimethylmorpholinyl)methanone C[C@H]1CN(C[C@H](O1)C)C=O